(R)-1-(1-(4-cyanomethylpiperidin-1-yl)-1,6-dihydroimidazo[4,5-d]pyrrolo[2,3-b]pyridin-2-yl)ethyl Cbz-L-valinate C(=O)(OCC1=CC=CC=C1)N[C@@H](C(C)C)C(=O)O[C@H](C)C1=NC=2C(=C3C(=NC2)NC=C3)N1N1CCC(CC1)CC#N